C(C)(C)(C)OC(N([C@H]1CN(CCC1)C1=CC(N(C=C1)C(C)C1=CC(=NO1)C=1C=NC=C(C1)OC)=O)CC1CCC1)=O.IC1=C(C(=C(C(=C1[2H])[2H])[2H])[2H])[N+](=O)[O-] 1-iodo-2-nitrobenzene-d4 tert-butyl-(cyclobutylmethyl)((3R)-1-(1-(1-(3-(5-methoxypyridin-3-yl)isoxazol-5-yl)ethyl)-2-oxo-1,2-dihydropyridin-4-yl)piperidin-3-yl)carbamate